C([O-])([O-])=O.[O-2].[Na+] SODIUM-OXIDE CARBONATE